2-(2,4-bis(trifluoromethyl)phenyl)acetic acid FC(C1=C(C=CC(=C1)C(F)(F)F)CC(=O)O)(F)F